(2S)-N-[[5-chloro-4-[2-(trifluoromethyl)pyrimidin-5-yl]-2-pyridyl]methyl]-3-(4-fluorophenyl)sulfonyl-3-azabicyclo[2.1.1]hexane-2-carboxamide ClC=1C(=CC(=NC1)CNC(=O)[C@@H]1C2CC(N1S(=O)(=O)C1=CC=C(C=C1)F)C2)C=2C=NC(=NC2)C(F)(F)F